FC1=CC(=C(C=C1C=1CCN(CC1)C1=NC=C(C=N1)F)NC(=O)C1=CNC(C=C1C(F)(F)F)=O)N1C[C@H](N([C@H](C1)C)C)C |r| N-[4-fluoro-5-[1-(5-fluoropyrimidin-2-yl)-3,6-dihydro-2H-pyridin-4-yl]-2-[rac-(3R,5S)-3,4,5-trimethylpiperazin-1-yl]phenyl]-6-oxo-4-(trifluoromethyl)-1H-pyridine-3-carboxamide